(R)-N-((6-amino-2-methylpyridin-3-yl)methyl)-1-((2S,4R)-4-(4-bromobenzyl)pyrrolidine-2-carbonyl)-4,4-difluoropyrrolidine-2-carboxamide dihydrochloride Cl.Cl.NC1=CC=C(C(=N1)C)CNC(=O)[C@@H]1N(CC(C1)(F)F)C(=O)[C@H]1NC[C@@H](C1)CC1=CC=C(C=C1)Br